FC1=CC=C(C=C1)[C@@H](C[C@@H](C(=O)NO)CCCCN(CC1=NC(=CC=C1)C)C)OC (S)-2-((R)-2-(4-fluorophenyl)-2-methoxyethyl)-N-hydroxy-6-(methyl((6-methylpyridin-2-yl)methyl)amino)hexanamide